OC1=C(C=C(C=C1)OC)C(CS(=O)C1=CC=CC=C1)=O.[O].[Cd].[Si] silicon-cadmium oxygen 1-(2-hydroxy-5-methoxyphenyl)-2-(phenylsulfinyl)ethan-1-one